CN1CC(CC1)C(=O)NNC(\C=C/N1N=C(N=C1)C1=CC(=CC(=C1)C(F)(F)F)S(F)(F)(F)(F)F)=O (Z)-1-methyl-N'-(3-(3-(3-(pentafluoro-sulfaneyl)-5-(trifluoromethyl)phenyl)-1H-1,2,4-triazol-1-yl)acryloyl)pyrrolidine-3-carbohydrazide